3-Chloro-2-hydroxyphenylboronic acid ClC=1C(=C(C=CC1)B(O)O)O